3-bromo-5-(2,6-dichloro-4-nitro-phenoxy)-2-methoxy-pyridine BrC=1C(=NC=C(C1)OC1=C(C=C(C=C1Cl)[N+](=O)[O-])Cl)OC